[O-]S(=O)(=O)C(F)(F)F.C1(=C(C(=CC(=C1)C)C)[I+]C1=C(C=C(C=C1C)C)C)C bis(mesityl)iodonium triflate